(3S,4S)-4-((R)-8-Fluoro-5H-imidazo[5,1-a]isoindol-5-yl)-tetrahydro-2H-pyran-3-ol FC1=CC=C2[C@H](N3C(C2=C1)=CN=C3)[C@H]3[C@@H](COCC3)O